C(C)(C)(C)OC(=O)N1C(CC(C1)=C)OC(C1=CC=CC=C1)=O (benzoyloxy)-4-methylenepyrrolidine-1-carboxylic acid tert-butyl ester